dimethyl-bis-mercaptoacethydrazide CN(NC(C(S)S)=O)C